CC=CC(CCCC=C)CC(=O)O.BrC1=CC=C(CC2=NC3=CC=CC=C3N=C2C2=CC=3C=CC4=CC=CC=C4C3C=C2)C=C1 2-(4-bromobenzyl)-3-(phenanthren-2-yl)quinoxaline Non-2,8-dien-4-ylacetate